C(C)(=O)N1CCC(CC1)C1=NN(C=2C=CC=C(C12)C1=C(C=C2C=NN(C2=C1)C)F)CC(=O)NCC=1C=C(C(=O)O)C=CC1F 3-((2-(3-(1-acetylpiperidin-4-yl)-5'-fluoro-1'-methyl-1H,1'H-[4,6'-biindazol]-1-yl)acetamido)methyl)-4-fluorobenzoic acid